NC1=NC=CC(=C1Cl)OC1=C(C=C(C=C1)C1=NN(C=C1C(=O)N)C1=CC=CC=C1)F (4-((2-amino-3-chloropyridin-4-yl)oxy)-3-fluorophenyl)-1-phenyl-1H-pyrazole-4-carboxamide